N-[(2-amino-3-chloro-5-fluoroquinolin-7-yl)methyl]-N-(1,1-dioxo-2,3-dihydro-1λ6-benzothiophen-7-yl)pyridine-3-carboxamide NC1=NC2=CC(=CC(=C2C=C1Cl)F)CN(C(=O)C=1C=NC=CC1)C1=CC=CC=2CCS(C21)(=O)=O